Germanium(IV) selenide [Ge](=[Se])=[Se]